2-hydroxy-N-{3-[methyl(7H-pyrrolo[2,3-d]pyrimidin-4-yl)amino]cyclobutyl}propane-1-sulfonamide OC(CS(=O)(=O)NC1CC(C1)N(C=1C2=C(N=CN1)NC=C2)C)C